bicyclo[2.1.1]hexane-1-carbaldehyde C12(CCC(C1)C2)C=O